C(CCCCCC(C)(C)C)(=O)C1=C(C(=C(C=C1)C(C)C)C(C)C)OOC(CCCCCC(C)(C)C)=O neodecanoyl-(Neodecanoyl)peroxydiisopropylbenzene